The molecule is an N-hexadecanoyl-4-hydroxy-15-methylhexadecasphinganine-1-phosphocholine in which the acyl group has 16 carbons and 0 double bonds. It derives from a 15-methylhexadecaphytosphingosine. CCCCCCCCCCCCCCCC(=O)N[C@@H](COP(=O)([O-])OCC[N+](C)(C)C)[C@@H]([C@@H](CCCCCCCCCCC(C)C)O)O